7-(piperidin-4-yl)-5-((3-(trifluoromethyl)pyridin-2-yl)methyl)pyrido[3,2-d]pyrimidin-6(5H)-one N1CCC(CC1)C1=CC=2N=CN=CC2N(C1=O)CC1=NC=CC=C1C(F)(F)F